[Si](C)(C)(C(C)(C)C)OCCON1CCN(CC1)C 1-(2-((tert-butyldimethylsilyl)oxy)ethoxy)-4-methylpiperazine